(2-(pyridin-2-yl)ethyl)-3-p-menthanecarboxamide N1=C(C=CC=C1)CCC1(CC(C(CC1)C(C)C)C(=O)N)C